NC=1C(=NC(=NC1)N[C@H]1[C@@H](COCC1)F)NC1CCC(CC1)(C(=O)N)C (1S,4s)-4-((5-amino-2-(((3S,4R)-3-fluorotetrahydro-2H-pyran-4-yl)amino)pyrimidin-4-yl)amino)-1-methylcyclohexane-1-carboxamide